BrC[C@H]1CC[C@H](CC1)C(=O)OC cis-methyl 4-(bromomethyl)cyclohexanecarboxylate